4,6-difluorodibenzothiophen-3-ol FC1=C(C=CC2=C1SC1=C2C=CC=C1F)O